C(C)(=O)N(C=1C=C(C(=NC1)C(=O)NC1=C(C=CC(=C1)SC(F)(F)F)O)S(=O)(=O)CC)C 5-[acetyl(methyl)amino]-3-ethylsulfonyl-N-[2-hydroxy-5-(trifluoromethylsulfanyl)phenyl]pyridine-2-carboxamide